NC1=CC=C(C=C1)S(=O)(=O)NNC(=O)C1=CNC2=CC=CC=C12 4-amino-N'-(1H-indole-3-carbonyl)benzenesulfonohydrazide